4-(((2-(6-((3R,5R)-3-Amino-5-fluoropiperidine-1-carbonyl)-3-methylpyrazolo[1,5-a]pyridin-2-yl)-1-(cyclopropylmethyl)-1H-pyrrolo[2,3-c]pyridin-7-yl)oxy)methyl)pyrrolidin-2-one N[C@H]1CN(C[C@@H](C1)F)C(=O)C=1C=CC=2N(C1)N=C(C2C)C2=CC=1C(=C(N=CC1)OCC1CC(NC1)=O)N2CC2CC2